C1(CCC1)CN1C(N(CC12CCC(CC2)(C2=CC=CC=C2)N(C)C)C=2C(=NC(=NC2)S(=O)(=O)C)C#N)=O 5-[1-(cyclobutyl-methyl)-8-dimethylamino-2-oxo-8-phenyl-1,3-diazaspiro[4.5]decan-3-yl]-2-methylsulfonyl-pyrimidine-4-carbonitrile